FC1=CC=C(C=C1)C=1OC2=C(C(=CC(=C2C(C1)=O)OC)OC)[C@@H]1[C@@H](CN(CC1)C)CC(=O)[O-] (3S,4S)-4-(2-(4-fluorophenyl)-5,7-dimethoxy-4-oxo-4H-chromen-8-yl)-1-methylpiperidin-3-ylacetate